pyrrolo[1,2-c]pyrimidin-4-one C1N=CC(C=2N1C=CC2)=O